ONC(\C=C\C1=C(C=CC=C1)N1CCN(CC1)C(COC1=CC(=CC=C1)OC)=O)=O (E)-N-hydroxy-3-(2-(4-(2-(3-methoxyphenoxy)acetyl)piperazin-1-yl)phenyl)acrylamide